1-(3-chloro-5-fluoro-2-((4-(4-fluoro-5-methyl-1H-pyrazol-1-yl)-2-methylquinolin-8-yloxy)methyl)phenyl)ethylamine ClC=1C(=C(C=C(C1)F)C(C)N)COC=1C=CC=C2C(=CC(=NC12)C)N1N=CC(=C1C)F